5-(bromomethyl)-3-(2,4-dichlorophenyl)-1,2,4-oxadiazole BrCC1=NC(=NO1)C1=C(C=C(C=C1)Cl)Cl